CCCCC/C=C\\C/C=C\\CCCCCCCC(=O)OC[C@H](COP(=O)(O)OC1[C@@H]([C@H](C([C@H]([C@H]1O)O)O)O)O)OC(=O)CCCCCCC/C=C\\C/C=C\\CCCCC The molecule is a 1-phosphatidyl-1D-myo-inositol in which both phosphatidyl acyl groups are specified as linoleoyl. It derives from a linoleic acid. It is a conjugate acid of a 1,2-dilinoleoyl-sn-glycero-3-phospho-1D-myo-inositol(1-).